4-(3-hydroxy-3-methylbut-1-yn-1-yl)benzaldehyde OC(C#CC1=CC=C(C=O)C=C1)(C)C